N[C@H]1[C@H](CC2=CC=CC=C12)O (1r,2s)-1-amino-2-indanol